isoindole-1,3,6(2H)-trione C1(NC(C2=CCC(C=C12)=O)=O)=O